tert-butyl 2-[(6-acetamidopyridin-3-yl)amino]-5H,6H,7H,8H-pyrido[3,4-d]pyrimidine-7-carboxylate C(C)(=O)NC1=CC=C(C=N1)NC=1N=CC2=C(N1)CN(CC2)C(=O)OC(C)(C)C